C(C)(C)(C)OC(=O)N1C(CN(CC1)C(C(=O)NC1=NC=C(N=C1)OC1=CC=C(C=C1)F)C)(C)C.C(C1=CC=CC=C1)OCC1CNC1 3-((benzyloxy)methyl)azetidine tert-butyl-4-(1-(5-(4-fluorophenoxy)pyrazin-2-ylamino)-1-oxopropan-2-yl)-2,2-dimethylpiperazine-1-carboxylate